1'-((6-bromo-2-(2,6-dioxopiperidin-3-yl)-1-oxoisoindoline-5-yl)methyl)-N-(5-(((5-(tert-butyl)oxazol-2-yl)methyl)thio)thiazol-2-yl)-[1,4'-bipiperidine]-4-carboxamide BrC1=C(C=C2CN(C(C2=C1)=O)C1C(NC(CC1)=O)=O)CN1CCC(CC1)N1CCC(CC1)C(=O)NC=1SC(=CN1)SCC=1OC(=CN1)C(C)(C)C